C1=CC=CC=2C3=CC=CC=C3N(C12)C1=CC=C(C=C1)OB(O)O 4-(carbazol-9-yl)phenylboric acid